2-(1-((tetrahydro-2H-pyran-4-yl)methyl)-1H-pyrazol-4-yl)-1-p-toluenesulfonyl-1H-pyrrole O1CCC(CC1)CN1N=CC(=C1)C=1N(C=CC1)S(=O)(=O)C1=CC=C(C)C=C1